FC1=CC=C(C=C1)C1(CC2C(N(OC2(C)C)C)C(C1)C)C 5-(4-fluorophenyl)-1,3,3,5,7-pentamethyl-octahydrobenzo[c]isoxazole